(E)-1-[4-(Dimethylamino)phenyl]-3-(4-hydroxy-3-nitrophenyl)prop-2-en-1-one CN(C1=CC=C(C=C1)C(\C=C\C1=CC(=C(C=C1)O)[N+](=O)[O-])=O)C